CC(=C=C)C 1,1-dimethylpropadiene